(2S,3S,4R,5R)-5-(6-(benzylamino)-2-(2-methoxyphenyl)-9H-purin-9-yl)-3,4-dihydroxyl-N-methyltetrahydrofuran-2-carboxamide C(C1=CC=CC=C1)NC1=C2N=CN(C2=NC(=N1)C1=C(C=CC=C1)OC)[C@H]1[C@@H]([C@@H]([C@H](O1)C(=O)NC)O)O